The molecule is tetraanion of D-ribulose 1,5-bisphosphate arising from deprotonation of all four phosphate OH groups; major species at pH 7.3. It is a conjugate base of a D-ribulose 1,5-bisphosphate. C([C@H]([C@H](C(=O)COP(=O)([O-])[O-])O)O)OP(=O)([O-])[O-]